7-(5-(5-(4-(4-(2-(2,6-dioxopiperidin-3-yl)-1-oxoisoindolin-5-yl)butyl)piperazin-1-yl)-1,3,4-thiadiazol-2-yl)-4-(isopropylamino)pyridin-2-yl)pyrrolo[1,2-b]pyridazine-3-carbonitrile O=C1NC(CCC1N1C(C2=CC=C(C=C2C1)CCCCN1CCN(CC1)C1=NN=C(S1)C=1C(=CC(=NC1)C1=CC=C2N1N=CC(=C2)C#N)NC(C)C)=O)=O